NC1=NC2=C(C(=CC=C2C(=N1)C=1N=NN(C1)CC1=CC=CC(=N1)C(C)(C)O)F)F 2-(6-{[4-(2-amino-7,8-difluoro-4-quinazolinyl)-1H-1,2,3-triazol-1-yl]methyl}-2-pyridinyl)-2-propanol